C(C1=CC=CC=C1)C1=C(SC=2N3C([C@@H](OCC21)C)=NN=C3C)C#CC3=CN=CN3C (S)-3-benzyl-6,9-dimethyl-2-((1-methyl-1H-imidazol-5-yl)ethynyl)-4H,6H-thieno[2,3-e][1,2,4]triazolo[3,4-c][1,4]oxazepine